CC1CC(C1)(C1=NN=CN1C)C=1C=C(N)C=CC1 3-(3-methyl-1-(4-methyl-4H-1,2,4-triazol-3-yl)cyclobutyl)aniline